C(=O)(O)CCNCCC[C@H](N)C(=O)O N5-(carboxyethyl)ornithine